4-[4-[(tert-butoxy)carbonyl]piperazin-1-yl]benzoic acid C(C)(C)(C)OC(=O)N1CCN(CC1)C1=CC=C(C(=O)O)C=C1